CC(CCCO)=CC 4-methyl-4-hexen-1-ol